3-(2-fluoro-4-methylphenoxy)-6-(2,5,6-trimethylpyrimidin-4-yl)-5,6,7,8-tetrahydro-1,6-naphthyridine FC1=C(OC=2C=NC=3CCN(CC3C2)C2=NC(=NC(=C2C)C)C)C=CC(=C1)C